tert-butyl (R)-4-(4-((1-(3-(difluoromethyl)-2-fluorophenyl)ethyl) amino)quinolin-6-yl)piperidine-1-carboxylate FC(C=1C(=C(C=CC1)[C@@H](C)NC1=CC=NC2=CC=C(C=C12)C1CCN(CC1)C(=O)OC(C)(C)C)F)F